tertbutyl-acetic anhydride C(C)(C)(C)CC(=O)OC(CC(C)(C)C)=O